C(C)(C)(C)S(=O)(=O)C1=CC=C(C=C1)C=1C=C2CCN(C(C2=CC1)=O)C=1C=CC(=C(C1)NS(=O)(=O)C)OCOCCOC N-(5-(6-(4-(tert-butylsulfonyl)phenyl)-1-oxo-3,4-dihydroisoquinolin-2(1H)-yl)-2-((2-methoxyethoxy)methoxy)phenyl)methanesulfonamide